C(C)(C)(C)N(C(O)=O)C1CC(C1)OC1=CC=C(C=C1)C(C)(C)C1=CC=C(C=C1)O.NC=1SC=C(N1)CC(=O)NC1=CC=C(C=C1)CCNC[C@@H](C1=CC=CC=C1)O 2-(2-AMINOTHIAZOL-4-YL)-N-[4-(2-{[(2R)-2-HYDROXY-2-PHENYLETHYL]AMINO}ETHYL)PHENYL]ACETAMIDE tert-butyl-((1s,3s)-3-(4-(2-(4-hydroxylphenyl)propan-2-yl)phenoxy)cyclobutyl)carbamate